CN(C)[Ta](N(C)C)N(C)C tri(dimethylamino)tantalum